3-methylthio-1-propanamine CSCCCN